(4S,5R)-4,5-dimethyl-5-(trifluoromethyl)dihydrofuran-2(3H)-one C[C@H]1CC(O[C@]1(C(F)(F)F)C)=O